5-((4-(cyclopentylamino)-5-(trifluoromethyl)pyrimidin-2-yl)amino)benzo[c][1,2]oxaborol-1(3H)-ol C1(CCCC1)NC1=NC(=NC=C1C(F)(F)F)NC1=CC2=C(B(OC2)O)C=C1